4-(Cyclopent-1-en-1-yl)-3,5-bis(methoxymethoxy)benzaldehyde C1(=CCCC1)C1=C(C=C(C=O)C=C1OCOC)OCOC